C(C)N(C1CCC(CC1)N1C(NC2=C1C=C(C(=C2)C=2C=C(C=1N(C2)N=CN1)OC)CC)=O)CC 1-((1S,4S)-4-(Diethylamino)cyclohexyl)-6-ethyl-5-(8-methoxy-[1,2,4]triazolo[1,5-a]pyridin-6-yl)-1,3-dihydro-2H-benzo[d]imidazol-2-on